OC[C@@H](CC(N1CCN(CC1)C1=NC=C(C=N1)C(F)(F)F)=O)N(C)CC1=NNC(C(=C1)C(F)(F)F)=O 3-[[[(1R)-1-(hydroxymethyl)-3-oxo-3-[4-[5-(trifluoromethyl)pyrimidin-2-yl]piperazin-1-yl]propyl]-methyl-amino]methyl]-5-(trifluoromethyl)-1H-pyridazin-6-one